NC=1C=C2CCC(N(C2=CC1)C(C)C1=CC=CC=C1)=O 6-amino-1-(1-phenylethyl)-3,4-dihydroquinolin-2-one